ClC=1C(=C(C(=CC1)OC(F)F)C=1C=CC=[N+](C1)[O-])F 5-(3-chloro-6-(difluoromethoxy)-2-fluorophenyl)pyridine 1-oxide